ClC1=CC=C(C=C1)C1C(N(CC(N1CC1=CC(=CC=C1)C(F)(F)F)=O)C(C)C)=O 3-(4-chlorophenyl)-1-isopropyl-4-(3-(trifluoromethyl)benzyl)piperazine-2,5-dione